C(C)OC1CC(C(C(C1)C1=CC=C(C=C1)NC)C(=O)O)C(NC1=C(C=C(C=C1)C(F)(F)F)F)=O 4-ethoxy-2-((2-fluoro-4-(trifluoromethyl)phenyl)carbamoyl)-6-(4-(methylamino)phenyl)cyclohexane-1-carboxylic acid